2-bromo-4-(1,1,1,2,3,3,3-heptafluoroprop-2-yl)-6-trifluoromethylaniline BrC1=C(N)C(=CC(=C1)C(C(F)(F)F)(C(F)(F)F)F)C(F)(F)F